FC1=CC=C(C=C1)C1=CC=2C(=NC=C(C2)C2=CC(=NC=C2)C(=O)NCC(F)(F)F)N1 4-(2-(4-fluorophenyl)-1H-pyrrolo-[2,3-b]pyridin-5-yl)-N-(2,2,2-trifluoroethyl)picolinamide